C(C1=CC=CC=C1)C1=C(C(=NC=C1Br)N)N (E)-benzyl-5-bromopyridine-2,3-diamine